CS(=O)(=O)O.[C@@H]12N[C@H](C[C@H]2C1)C(=O)N (1R,3R,5R)-2-azabicyclo[3.1.0]hexane-3-carboxamide methanesulfonate